CN1C(CC12CNCCC2)=O 1-methyl-1,6-diazaspiro[3.5]nonan-2-one